methyl 3-amino-5-methoxy-2-toluate NC1=C(C(=CC(=C1)OC)C)C(=O)OC